2-((1R,3R)-3-((tert-butoxycarbonyl)(methyl)amino-1-hydroxy-4-methylpentyl)thiazole-4-carboxamido)-2-methyl-5-phenylpentanoic acid C(C)(C)(C)OC(=O)C([C@](O)(N1CSC=C1C(=O)NC(C(=O)O)(CCCC1=CC=CC=C1)C)NC)CC(C)C